FC(C=1C=CC(=NC1)OC[C@H](CC)NC1=NC=NC2=CC=CC=C12)(F)F (S)-N-(1-((5-trifluoromethylpyridin-2-yl)oxy)but-2-yl)quinazolin-4-amine